NC1=CC=C(C=N1)C#CC=1C=CC2=CN(N=C2C1F)[C@@H](C(=O)NC1=NC=CC=C1)C1=C(C=CC(=C1)F)O |r| (2RS)-2-[6-[2-(6-amino-3-pyridyl)ethynyl]-7-fluoro-indazol-2-yl]-2-(5-fluoro-2-hydroxy-phenyl)-N-(2-pyridyl)acetamide